F[Si](Cl)(F)F perfluorochlorosilane